ClC1=C2C(=CNC2=C(C=C1)NS(=O)(=O)C=1C=NN(C1)CC1(CC1)CO)C#N N-(4-Chloro-3-cyano-1H-indol-7-yl)-1-[[1-(hydroxymethyl)cyclopropyl]methyl]pyrazol-4-sulfonamid